BrC1=CC=C(C=C1)S1(N[C@H](CC1)C1=CC=CC=C1)=O |r| rac-(S,3R)-1-(4-bromophenyl)-3-phenyl-4,5-dihydro-3H-isothiazole 1-oxide